Methyl 4'-(2,4-bis(benzyloxy)-5-isopropyl-N-propylbenzamido)-5-(ethyl(tetrahydro-2H-pyran-4-yl)amino)-4-methyl-[1,1'-biphenyl]-3-carboxylate C(C1=CC=CC=C1)OC1=C(C(=O)N(CCC)C2=CC=C(C=C2)C2=CC(=C(C(=C2)N(C2CCOCC2)CC)C)C(=O)OC)C=C(C(=C1)OCC1=CC=CC=C1)C(C)C